12-Octacosenoic acid C(CCCCCCCCCCC=CCCCCCCCCCCCCCCC)(=O)O